[4-(5-Azaspiro[2.5]octan-5-yl)azepan-1-yl]{2-[methyl(pyridin-2-ylmethyl)amino]-1,3-thiazol-5-yl}methanone C1CC12CN(CCC2)C2CCN(CCC2)C(=O)C2=CN=C(S2)N(CC2=NC=CC=C2)C